2-(3-((4-(4-(2-(3-(3-amino-6-(2-hydroxyphenyl)pyridazin-4-yl)-3,8-diazabicyclo[3.2.1]octan-8-yl)pyrimidin-5-yl)piperidin-1-yl)cyclohexyl)oxy)isoxazol-5-yl)-3-methylbutanoic acid NC=1N=NC(=CC1N1CC2CCC(C1)N2C2=NC=C(C=N2)C2CCN(CC2)C2CCC(CC2)OC2=NOC(=C2)C(C(=O)O)C(C)C)C2=C(C=CC=C2)O